Racemic-tert-butyl cyclohex-2-en-1-yl carbonate C(OC(C)(C)C)(O[C@H]1C=CCCC1)=O |r|